ClC1=CC(=C(OCC\C=N\S(=O)C(C)(C)C)C=C1)F (E)-N-[3-(4-chloro-2-fluoro-phenoxy)propylidene]-2-methyl-propane-2-sulfinamide